N-{8-fluoro-2-methylimidazo[1,2-a]pyridin-6-yl}-1-methyl-7-(piperazin-1-yl)-1,2,3-benzotriazole-4-carboxamide FC=1C=2N(C=C(C1)NC(=O)C1=CC=C(C=3N(N=NC31)C)N3CCNCC3)C=C(N2)C